C(CCCCC)C(C(=O)OCCCN(CCCOC(C(CCCCCCCC)CCCCCC)=O)CC=1C=NN(C1)CCN(C)C)CCCCCCCC (((1-(2-(dimethylamino)ethyl)-1H-pyrazol-4-yl)methyl)azanediyl)bis(propane-3,1-diyl) bis(2-hexyldecanoate)